ClCC1=C(C=CC(=C1F)OC(F)(F)F)N1N=NN=C1 1-(2-(chloromethyl)-3-fluoro-4-(trifluoromethoxy)phenyl)-1H-tetrazole